CC(C(=O)C)O The molecule is a methyl ketone that is butan-2-one substituted by a hydroxy group at position 3. It has a role as a metabolite. It is a methyl ketone and a secondary alpha-hydroxy ketone.